FC=1C=C(C(=C(C1)B1OC(C(O1)(C)C)(C)C)C)OC([2H])([2H])[2H] 2-[5-fluoro-2-methyl-3-(trideuteriomethoxy)phenyl]-4,4,5,5-tetramethyl-1,3,2-dioxaborolane